(S)-2-(4-nitrophenyl)-1-(2-(3,3,3-trifluoropropyl)thiazol-4-yl)ethanamine hydrobromide Br.[N+](=O)([O-])C1=CC=C(C=C1)C[C@H](N)C=1N=C(SC1)CCC(F)(F)F